FC=1C(=NC=CC1)C(C)(C)NC1=NC=C(C=N1)C=1SC=C(N1)C(=O)N 2-(2-{[1-(3-fluoro(2-pyridyl))-isopropyl]amino}pyrimidin-5-yl)-1,3-thiazole-4-carboxamide